NC1=CC=CC(=N1)S(=O)(=O)NC(=O)C=1C(=NC(=CC1)C=1C=NC(=CC1)OC(C)C)N1C(C[C@@H](C1)C)(C)C N-[(6-Amino-2-pyridyl)sulfonyl]-6-(6-isopropoxy-3-pyridyl)-2-[(4S)-2,2,4-trimethylpyrrolidin-1-yl]pyridin-3-carboxamid